(1-(3-(2-cyclopropylpyridin-4-yl)-1,2,4-oxadiazol-5-yl)ethyl)-3-(trifluoromethoxy)benzamide C1(CC1)C1=NC=CC(=C1)C1=NOC(=N1)C(C)C1=C(C(=O)N)C=CC=C1OC(F)(F)F